CC1=C(C(=C(C(=C1C)N=C=O)C)C)N=C=O 2,3,5,6-Tetra-methyl-1,4-diisocyanatobenzol